silver-copper-indium-titanium [Ti].[In].[Cu].[Ag]